C1(CC1)CN(C(C1=NC=CC=C1)=O)C1CCC(CC1)(F)F N-(cyclopropylmethyl)-N-(4,4-difluorocyclohexyl)picolinamide